Alpha-keto-gamma-methylthiobutyric acid sodium salt [Na+].O=C(C(=S)[O-])CCC